C(C)OC(=O)C=1N(C(C(=CC1C)Br)=O)NC(C)C 5-bromo-1-(isopropylamino)-3-methyl-6-oxo-1,6-dihydropyridine-2-carboxylic acid ethyl ester